chloro[2-(dicyclohexylphosphino)-3,6-dimethoxy-2',4',6'-triisopropyl-1,1-biphenyl] ClC1=C(C(=C(C(=C1)OC)C1=C(C=C(C=C1C(C)C)C(C)C)C(C)C)P(C1CCCCC1)C1CCCCC1)OC